C(C)(C)(C)OC(=O)N1C2CN(CC1C2)C2=CC=C(C=C2)C=2C=1N(C=C(C2)OCC(C)(C)O)N=C(C1)C#N 3-(4-(cyano-6-(2-hydroxy-2-methylpropyloxy)pyrazolo[1,5-a]pyridin-4-yl)phenyl)-3,6-diazabicyclo[3.1.1]heptane-6-carboxylic acid tert-butyl ester